O1C(=NN=C1)N1CC2(C1)OC[C@H](C2)N2CCC(CC2)C2=C(OC1CC(C1)C(C)(C)O)C=CC(=C2)F 2-((1R,3S)-3-(2-(1-((S)-2-(1,3,4-oxadiazol-2-yl)-5-oxa-2-azaspiro[3.4]oct-7-yl)piperidin-4-yl)-4-fluorophenoxy)cyclobutyl)propan-2-ol